C1(CCCCC1)NC(O[C@@H](C(N1CC2(CC2)C[C@H]1C(N[C@@H](C[C@H]1C(NCC1)=O)C(COC(F)(F)F)=O)=O)=O)CC(C)C)=O (R)-4-methyl-1-oxo-1-((S)-6-(((S)-3-oxo-1-((S)-2-oxopyrrolidin-3-yl)-4-(trifluoromethoxy)butan-2-yl)carbamoyl)-5-azaspiro[2.4]heptan-5-yl)pentan-2-yl cyclohexylcarbamate